4-[(3-{6-acetamido-8-[(1-methylpiperidin-4-yl)amino]-3-(2,2,2-trifluoroethyl)imidazo[1,2-a]pyridin-2-yl}prop-2-yn-1-yl)amino]-3-methoxy-N-methylbenzamide C(C)(=O)NC=1C=C(C=2N(C1)C(=C(N2)C#CCNC2=C(C=C(C(=O)NC)C=C2)OC)CC(F)(F)F)NC2CCN(CC2)C